1-[((5s,7s)-3-{2-methyl-2-[3-(tetrahydro-2H-pyran-4-yl)-1,2,4-oxadiazol-5-yl]propyl}-2-oxo-1-oxa-3-azaspiro[4.5]decan-7-yl)methyl]-1H-benzimidazole-6-carbonitrile CC(CN1C(O[C@]2(C1)C[C@H](CCC2)CN2C=NC1=C2C=C(C=C1)C#N)=O)(C)C1=NC(=NO1)C1CCOCC1